NC1=CC=C(C=C1)C[C@@H](C(=O)NC=1C=C2C=C(N(C2=CC1)C)C(=O)OC(C)(C)C)N1C(C(N(CC1)C1=C(C=CC(=C1)Cl)N1N=NN=C1)=O)=O tert-butyl (S)-5-(3-(4-aminophenyl)-2-(4-(5-chloro-2-(1H-tetrazol-1-yl) phenyl)-2,3-dioxopiperazin-1-yl) propionylamino)-1-methyl-1H-indole-2-carboxylate